Tert-butyl N-[6-[2-(2,6-dioxo-3-piperidyl)-1,3-dioxo-isoindolin-4-yl]hexyl]-N-methyl-carbamate O=C1NC(CCC1N1C(C2=CC=CC(=C2C1=O)CCCCCCN(C(OC(C)(C)C)=O)C)=O)=O